didodecyl sulfosuccinate potassium salt [K+].S(=O)(=O)([O-])C(C(=O)OCCCCCCCCCCCC)CC(=O)OCCCCCCCCCCCC